2-(4-cyano-2-methyl-1H-indol-1-yl)-4-((2-hydroxybenzyl)amino)-6,7-dihydropyrido[2,3-d]pyrimidine-8(5H)-carboxylic acid tert-butyl ester C(C)(C)(C)OC(=O)N1CCCC2=C1N=C(N=C2NCC2=C(C=CC=C2)O)N2C(=CC1=C(C=CC=C21)C#N)C